3-(5-bromobenzofuran-3-yl)-3-cyanocyclobutane-1-carboxylic acid BrC=1C=CC2=C(C(=CO2)C2(CC(C2)C(=O)O)C#N)C1